C(#N)C=1C(=NC=CC1)N1CCC(CC1)CCN1N=C(C=2CCCCC12)C(=O)N1CCC(CC1)NC(C)=O N-[1-[1-[2-[1-(3-Cyano-2-pyridyl)-4-piperidyl]ethyl]-4,5,6,7-tetrahydroindazol-3-carbonyl]-4-piperidyl]acetamid